BrCCCC1=C(C#N)C=CC=C1 2-(3-bromopropyl)benzonitrile